spiro[chromane-4,2'-[1,3]dioxolane]-2-carboxamide O1C2(OCC1)CC(OC1=CC=CC=C12)C(=O)N